dihydrogen phosphate (dihydrogen phosphate) P(=O)(O)(O)O.P(=O)(O)(O)O